CNC1=C(C=CC=C1)C1CCNC=2N1N=C(C2C#N)C2=CC=C(C=C2)OC2=CC=CC=C2 7-(2-(Methylamino)phenyl)-2-(4-phenoxyphenyl)-4,5,6,7-tetrahydropyrazolo[1,5-a]pyrimidine-3-carbonitrile